CC1(COC1)COC1=CC2=C(N(C=N2)C2=NC3=C(C=CC=C3C=C2)N2CCC(CC2)N)C=C1 1-(2-{5-[(3-methyl-oxetan-3-yl)methoxy]-1H-benzimidazol-1-yl}quinolin-8-yl)piperidin-4-amine